[Si](C)(C)(C(C)(C)C)O[C@@H](C(=O)N=[S@@](=O)(C)C=1C=C(C=CC1)NC(C1=C(N=CC(=C1C)C(F)(F)F)N1CCC(CCC1)(F)F)=O)C N-(3-((R)-N-((R)-2-((tert-butyldimethylsilyl)oxy)propanoyl)-S-methylsulfonimidoyl)phenyl)-2-(4,4-difluoroazepan-1-yl)-4-methyl-5-(trifluoromethyl)nicotinamide